Curcumin-D6 [2H]C(OC1=C(C=CC(=C1)/C=C/C(=O)CC(=O)/C=C/C2=CC(=C(C=C2)O)OC([2H])([2H])[2H])O)([2H])[2H]